C(CCC)OCCOCCO 2-(2-Butoxy-ethoxy)ethanol